NC1=NC=C(C(=C1)N1C[C@H](CCC1)O)C=1C=NN(C1)CC(F)(F)F (S)-1-(2-Amino-5-(1-(2,2,2-trifluoroethyl)-1H-pyrazol-4-yl)pyridin-4-yl)piperidin-3-ol